1-Cyclopropyl-6-fluoro-N-(4-methylbenzo[d]thiazol-2-yl)-4-oxo-7-(piperazin-1-yl)-1,4-dihydroquinoline-3-carboxamide C1(CC1)N1C=C(C(C2=CC(=C(C=C12)N1CCNCC1)F)=O)C(=O)NC=1SC2=C(N1)C(=CC=C2)C